N-[(2S)-1-aminopropan-2-yl]-4-[[3-[4-(difluoromethoxy)phenyl]imidazo[1,2-a]pyrazin-8-yl]amino]-2-methylbenzamide NC[C@H](C)NC(C1=C(C=C(C=C1)NC=1C=2N(C=CN1)C(=CN2)C2=CC=C(C=C2)OC(F)F)C)=O